1,2-diacetyl-phenylenediamine C(C)(=O)C1(C(C=CC=C1)(N)C(C)=O)N